Z-1,2,3-TRIAZOLE-4-CARBOXAMIDE N1N=NC(=C1)C(=O)N